(S)-2-(6-(3-methyl-1H-pyrrolo[2,3-b]pyridin-5-yl)-2-(morpholine-4-carbonyl)-1,2,3,4-tetrahydroisoquinolin-8-yl)pyrrolidine-1-carboxylic acid tert-butyl ester C(C)(C)(C)OC(=O)N1[C@@H](CCC1)C=1C=C(C=C2CCN(CC12)C(=O)N1CCOCC1)C=1C=C2C(=NC1)NC=C2C